(E)-3-phenyl-1-(2,4,6-trihydroxyphenyl)prop-2-en-1-one C1(=CC=CC=C1)/C=C/C(=O)C1=C(C=C(C=C1O)O)O